C(C)(C)(C)OC(NCC1(CC1)C1=CC=C(C=C1)B1OC(C(O1)(C)C)(C)C)=O ((1-(4-(4,4,5,5-tetramethyl-1,3,2-dioxaborolan-2-yl)phenyl)cyclopropaneYl)methyl)carbamic acid tert-butyl ester